ClC=1C=C(C=C(C1)NS(=O)(=O)C)NC(=O)C=1C=C(N(C1)C1=NC=CC=C1)C(=O)N1CCN(CC1)C(=O)OC(C)(C)C tert-butyl 4-{4-[(3-chloro-5-methanesulfonamidophenyl) carbamoyl]-1-(pyridin-2-yl)-1H-pyrrole-2-carbonyl}piperazine-1-carboxylate